C(C)(C)NC(OC1COC(C1)C=1C=NC(=NC1)N[C@H]1[C@@H](CCCC1)O)=O 5-(2-{[(1R,2R)-2-hydroxy cyclohexyl] amino} pyrimidin-5-yl)oxolan-3-yl N-isopropylcarbamate